2-[(2-fluorobenzoyl)amino]-4-[2-isopropoxyethyl-[4-(5,6,7,8-tetrahydro-1,8-naphthyridin-2-yl)butyl]amino]butanoic acid FC1=C(C(=O)NC(C(=O)O)CCN(CCCCC2=NC=3NCCCC3C=C2)CCOC(C)C)C=CC=C1